FC1(OC=2C(=CC3=C(N(C(=N3)C3=C(C=C(C=N3)C3(CC3)C#N)S(=O)(=O)CC)C)C2)O1)F 1-[6-(2,2-difluoro-7-methyl-[1,3]dioxolo[4,5-f]benzimidazol-6-yl)-5-ethylsulfonyl-3-pyridyl]-cyclopropanecarbonitrile